COC1=CC=C(C=C1)C=1C=CC=C2C=NC(=NC12)NC1=CC(=CC=C1)N1CCN(CC1)C(=O)OC(C)(C)C 8-(4-(methoxy)phenyl)-N-(3-(4-tert-butoxycarbonylpiperazin-1-yl)phenyl)quinazolin-2-amine